ClC=1C2=C(N=C(N1)S(=O)(=O)C)N(C(C(=C2)C2=CC=C(C=C2)OCC2=CC=C(C=C2)OC)=O)C 4-chloro-6-(4-((4-methoxybenzyl)oxy)phenyl)-8-methyl-2-(methylsulfonyl)pyrido[2,3-d]pyrimidin-7(8H)-one